OCCOC1=CC=C(C=C1)C(C(C)(C)O)=O 1-[4-(2-Hydroxyethoxy)-phenyl]-2-hydroxy-2-methyl-1-propanone